(1r,4r)-N-(6-methyl-5-((3-nitro-6-phenylpyridin-2-yl)amino)pyridin-2-yl)-4-(5-oxo-4,5-dihydro-1,2,4-thiadiazol-3-yl)cyclohexane-1-carboxamide CC1=C(C=CC(=N1)NC(=O)C1CCC(CC1)C1=NSC(N1)=O)NC1=NC(=CC=C1[N+](=O)[O-])C1=CC=CC=C1